2-(bromomethyl)-1,1-difluorocyclopentane BrCC1C(CCC1)(F)F